Cl.Cl.CC1NCCC(C1)N1CC2(CCC2)CCC1 6-[2-methylpiperidin-4-yl]-6-azaspiro[3.5]nonane dihydrochloride